FC1(CCN(CC1)C=1N=C(C=C2C1OC=C2)C#C)F 7-(4,4-difluoropiperidin-1-yl)-5-ethynylfuro[2,3-c]pyridine